ClC1=CC=C(C(=N1)C=1C=NN(C1)C1CCN(CC1)C)NC(C)C=1C=2C3=C(N(C(C2C=C(C1)C)=O)C)N(N=C3)CC 9-(1-((6-chloro-2-(1-(1-methylpiperidin-4-yl)-1H-pyrazol-4-yl)pyridin-3-yl)amino)ethyl)-3-ethyl-4,7-dimethyl-3,4-dihydro-5H-pyrazolo[3,4-c]isoquinolin-5-one